(4-methoxymethylsulfonylphenyl)-N-{2-[4-(methoxymethyl)-4-methylpiperidin-1-yl]phenyl}methanesulfonamide COCS(=O)(=O)C1=CC=C(C=C1)CS(=O)(=O)NC1=C(C=CC=C1)N1CCC(CC1)(C)COC